3-(3-chloro-4-fluorophenyl)-1-(6-cyano-5-methoxypyridin-3-yl)-1-((5-(trifluoromethyl)-1H-pyrazol-3-yl)methyl)urea ClC=1C=C(C=CC1F)NC(N(CC1=NNC(=C1)C(F)(F)F)C=1C=NC(=C(C1)OC)C#N)=O